3-(imidazo[1,2-b]pyridazin-3-ylethynyl)-4-methyl-N-(4-((4-methylpiperazine-1-yl)-methyl)-3-(trifluoromethyl)phenyl)benzamide N=1C=C(N2N=CC=CC21)C#CC=2C=C(C(=O)NC1=CC(=C(C=C1)CN1CCN(CC1)C)C(F)(F)F)C=CC2C